N-[1-(6-Chlorobenzo[1,3]dioxol-5-ylmethyl)-2,3-dihydro-1H-indol-5-yl]-3,3-dimethylbutyramide ClC=1C(=CC2=C(OCO2)C1)CN1CCC2=CC(=CC=C12)NC(CC(C)(C)C)=O